N-(2-amino-3-fluoro-4-((4-(trifluoromethyl)benzyl)amino)phenyl)-6,7-difluoroheptanamide NC1=C(C=CC(=C1F)NCC1=CC=C(C=C1)C(F)(F)F)NC(CCCCC(CF)F)=O